(±)-Trans-3-((5-(4-(chlorocarbonyl)-3-methylisoxazol-5-yl)pyrazin-2-yl)oxy)cyclohexanecarboxylic acid ethyl ester C(C)OC(=O)[C@@H]1C[C@H](CCC1)OC1=NC=C(N=C1)C1=C(C(=NO1)C)C(=O)Cl |r|